C1(CC1)[C@]1(C(NC(N1)=O)=O)CCC(N1CC2=CC=C(C=C2C1)C(F)(F)F)=O (s)-5-cyclopropyl-5-(3-oxo-3-(5-(trifluoromethyl)isoindolin-2-yl)propyl)imidazolidine-2,4-dione